CN(C=CC=1N=NC=CC1)C N,N-dimethyl-2-pyridazin-3-yl-ethenamine